Tert-butyl [2-({3-[(4-iodo-5-methyl-1H-pyrazol-1-yl)methyl]-5,7-dimethyltricyclo[3.3.1.13,7]dec-1-yl}oxy)ethyl]methylcarbamate IC=1C=NN(C1C)CC12CC3(CC(CC(C1)(C3)C)(C2)C)OCCN(C(OC(C)(C)C)=O)C